CC1=CC2=C(N(C(=N2)\C=C\C2=CC=CC=C2)CCC)C=C1C (E)-5,6-dimethyl-1-propyl-2-styryl-1H-benzimidazole